1-[(2-{3-azabicyclo[3.1.0]hex-3-yl}-4-methylpyrimidin-5-yl)methyl]-1H-1,2,3-triazole-4-carboxylic acid ethyl ester C(C)OC(=O)C=1N=NN(C1)CC=1C(=NC(=NC1)N1CC2CC2C1)C